N1=CC=C(C=C1)CNC(O)=O N-(pyridin-4-ylmethyl)carbamic acid